BrC=1NC2=CC(=CC=C2C1C1CC(CCC1)NC(OCC1=CC=CC=C1)=O)C(NC)=O benzyl N-[3-[2-bromo-6-(methylcarbamoyl)-1H-indol-3-yl]cyclohexyl]carbamate